[2-amino-5-(difluoromethyl)-5,6-dihydro-4H-cyclopenta[b]thiophen-3-yl]-(2,6-difluorophenyl)methanone NC1=C(C2=C(S1)CC(C2)C(F)F)C(=O)C2=C(C=CC=C2F)F